(1S,2S)-N-(6-cyano-7-(6-((Z)-1-(hydroxyimino)propyl)-4-methylpyridin-3-yl)isoquinolin-3-yl)-2-fluorocyclopropane-1-carboxamide C(#N)C=1C=C2C=C(N=CC2=CC1C=1C=NC(=CC1C)\C(\CC)=N/O)NC(=O)[C@H]1[C@H](C1)F